FC=1C=C(C=CC1F)C1=CC=C(C=C1)OC 3,4-Difluoro-4'-methoxy-1,1'-biphenyl